C[C@@]12CCC=3N=C(SC3C2=CC[C@H]2[C@H]3[C@](CC[C@H]12)(/C(/CC3)=N/O)C)NC3=CC=CC=C3 (5aR,5bS,7aS,10aS,10bR,E)-5a,7a-dimethyl-2-(phenylamino)-4,5,5a,5b,6,7,7a,9,10,10a,10b,11-dodecahydro-8H-cyclopenta[7,8]phenanthro[2,1-d]thiazol-8-one oxime